O=C1NC(CCC1N1C(C2=CC=C(C=C2C1=O)NCCCOC1=CC=C(C=C1)C(C)(C)C1=CC=C(C=C1)OCC=1OC=C(N1)CO)=O)=O 2-(2,6-dioxoPiperidin-3-yl)-5-((3-(4-(2-(4-((4-(hydroxymethyl)oxazol-2-yl)methoxy)phenyl)propane-2-yl)phenoxy)propyl)amino)isoindoline-1,3-dione